Bis(1-naphthyl)-N,N'-diphenyl-(1,1'-biphenyl)-4,4'-diamine C1(=CC=CC2=CC=CC=C12)C=1C(=C(C=CC1NC1=CC=CC=C1)C1=CC=C(C=C1)NC1=CC=CC=C1)C1=CC=CC2=CC=CC=C12